C(C)(C)N1N=C(C2=NC(=CC(=C21)NCC2=NNC=C2)C=2C(=NC=CC2)OCCC)C 1-isopropyl-3-methyl-5-(2-propoxy-3-pyridyl)-N-(1H-pyrazol-3-ylmethyl)pyrazolo[4,3-b]pyridin-7-amine